C(#N)C1=NC=CC=C1[C@@H]([C@H](C)C=1N(C(C(=C(N1)C(=O)NC=1C=NOC1)O)=O)C)C1=CC=CC=C1 2-((1S,2S)-1-(2-cyanopyridin-3-yl)-1-phenylpropan-2-yl)-5-hydroxy-N-(isoxazol-4-yl)-1-methyl-6-oxo-1,6-dihydropyrimidine-4-carboxamide